C(C)(C)C1=C(C(=CC=C1)C(C)C)N=CC1=NC(=CC=C1)C=NC1=C(C=CC=C1C(C)C)C(C)C 2,6-Bis(2,6-diisopropylphenyliminomethyl)pyridine